3-n-butyl-lithium CCC(C)[Li]